(3R)-3-(2-methyl-3-oxobutanoyl)piperidine-1-carboxylic acid tert-butyl ester C(C)(C)(C)OC(=O)N1C[C@@H](CCC1)C(C(C(C)=O)C)=O